(3S,4S) and (3R,4R)-2-[3-chloro-4-(1-cyano-1-methylethyl)phenyl]-3-(2,3-dihydro-1,4-benzodioxin-6-yl)-1-oxo-1,2,3,4-tetrahydroisoquinoline-4-carboxylic acid ClC=1C=C(C=CC1C(C)(C)C#N)N1C(C2=CC=CC=C2[C@@H]([C@H]1C1=CC2=C(OCCO2)C=C1)C(=O)O)=O |r|